NC1=NC=C2N(C(N(C2=N1)[C@@H]1O[C@@H](C[C@H]1O)CO)=O)CC1=C(C#N)C=CC=C1 ((2-amino-9-((2R,3R,5S)-3-hydroxy-5-(hydroxymethyl)tetrahydrofuran-2-yl)-8-oxo-8,9-dihydro-7H-purin-7-yl)methyl)benzonitrile